N[C@@H]1[C@@H](CN(CC1)C1=CC=C(C=N1)C=1C=C(N(C1)S(=O)(=O)C1=CC=C(C)C=C1)C=1C=NN(C1)C)O 4-(6-((3R,4S)-4-amino-3-hydroxypiperidin-1-yl)pyridin-3-yl)-2-(1-methyl-1H-pyrazol-4-yl)-1-p-toluenesulfonyl-1H-pyrrole